4-[2-[6-Chloro-3-fluoro-2-(5-hydroxy-2,6-dimethyl-3-oxo-pyridazin-4-yl)phenyl]ethyl]-N-ethyl-2-fluoro-N-methyl-benzamide ClC1=CC=C(C(=C1CCC1=CC(=C(C(=O)N(C)CC)C=C1)F)C=1C(N(N=C(C1O)C)C)=O)F